C1C(C)O1 propylen oxide